OC1=C(C=CC=C1OC)\C=C\C(=O)C1=CC=CC=C1 2-hydroxy-methoxychalcone